C12C(CCC2C1)=O bicyclo[3.1.0]hexan-2-one